Cl.CN(C)CC1CN(CCC1(C1=CC(=CC=C1)OC)O)C(=O)C1(CCCC1)C1=CC=CC=C1 (3-((Dimethylamino)methyl)-4-hydroxy-4-(3-methoxyphenyl)piperidin-1-yl)(1-phenylcyclopent-yl)methanone hydrochloride